3-chloro-4-(methoxycarbonyl)benzoic acid ClC=1C=C(C(=O)O)C=CC1C(=O)OC